1-(6-chloro-3,5-dicyano-4-ethylpyridin-2-yl)-1,7-diazaspiro[3.5]nonane-7-carboxylic acid tert-butyl ester C(C)(C)(C)OC(=O)N1CCC2(CCN2C2=NC(=C(C(=C2C#N)CC)C#N)Cl)CC1